FC=1N=C(SC1CN1[C@H](C[C@H](C1)OC1=NC2=NC(=CC=C2C=C1)OC)C)NC(C)=O N-(4-fluoro-5-(((2S,4R)-4-((7-methoxy-1,8-naphthyridin-2-yl)oxy)-2-methylpyrrolidin-1-yl)methyl)thiazol-2-yl)acetamide